6-[1-(2-Fluoro-6-trifluoromethoxy-phenyl)-piperidin-4-yl]-2-methyl-4-(2-trifluoromethyl-benzyl)-2,4,6,7-tetrahydro-pyrazolo[4,3-d]pyrimidin-5-on FC1=C(C(=CC=C1)OC(F)(F)F)N1CCC(CC1)N1C(N(C=2C(C1)=NN(C2)C)CC2=C(C=CC=C2)C(F)(F)F)=O